(S)-1-(4-(4-(2-(hydroxymethyl)morpholino)-6-morpholino-1,3,5-triazin-2-yl)phenyl)-3-(1-oxo-1,3-dihydroisobenzofuran-5-yl)urea OC[C@H]1OCCN(C1)C1=NC(=NC(=N1)N1CCOCC1)C1=CC=C(C=C1)NC(=O)NC=1C=C2COC(C2=CC1)=O